5-fluoro-2-((1-(3-iodo-7-methyl-4-(methyl-d3)-5-oxo-4,5-dihydroimidazo[1,5-a]quinazolin-9-yl)ethyl-1-d)amino)benzamide FC=1C=CC(=C(C(=O)N)C1)NC(C)([2H])C=1C=C(C=C2C(N(C=3N(C12)C=NC3I)C([2H])([2H])[2H])=O)C